3-n-octyl-7,7,9,9-tetramethyl-1,3,8-triazaspiro[4.5]decan-2,4-dione C(CCCCCCC)N1C(NC2(C1=O)CC(NC(C2)(C)C)(C)C)=O